O=C1N(C(CC1)=O)OC(=O)[C@H]1[C@@](C1)(C1=C(C=CC=C1)C)C1=CC=CC=C1 (1R,2R)-2-phenyl-2-(o-tolyl)cyclopropane-1-carboxylic acid 2,5-dioxopyrrolidin-1-yl ester